OCC=1N(N=C2C1CN(CC2)C(=O)OC(C)(C)C)CCCC#C Tert-Butyl 3-(hydroxymethyl)-2-(pent-4-yn-1-yl)-2,4,6,7-tetrahydro-5H-pyrazolo[4,3-c]pyridine-5-carboxylate